COC=1C(=CC(=C(C1)N1CCC(CC1)CN1CCN(CC1)C=1C=C2CN(C(C2=CC1)=O)C1C(NC(CC1)=O)=O)C=1C=NN(C1)C)[N+](=O)[O-] 3-(5-(4-((1-(5-methoxy-2-(1-methyl-1H-pyrazol-4-yl)-4-nitrophenyl)piperidine-4-yl)methyl)piperazin-1-yl)-1-oxoisoindolin-2-yl)piperidine-2,6-dione